ClC1=NN2C=NC=3C=CC=CC3C2=N1 chloro[1,2,4]triazolo[1,5-c]quinazoline